3-amino-4-methylthiophene-2-carboxylic acid NC1=C(SC=C1C)C(=O)O